COC(=O)C1CCN(CC1)C(C1=C(C=C(C=C1)C=1C2=C(C(N(C1)C\C=C\C)=O)NC(=C2)C)Cl)=O (E)-1-(4-(6-(but-2-en-1-yl)-2-methyl-7-oxo-6,7-dihydro-1H-pyrrolo[2,3-c]pyridin-4-yl)-2-chlorobenzoyl)piperidine-4-carboxylic acid methyl ester